methyl 8-bromoimidazo[1,5-a]pyridine-1-carboxylate BrC=1C=2N(C=CC1)C=NC2C(=O)OC